[N+](=O)([O-])C1(CN(CCC1)C(=O)OC(C)(C)C)C(C(F)F)F tert-butyl 3-nitro-3-(1,2,2-trifluoroethyl)piperidine-1-carboxylate